C(C1=CC=CC=C1)SC1=CC=C(C=N1)NC([C@H](CC1=CC=CC=C1)N(C(OC(C)(C)C)=O)C)=O (S)-tert-butyl 1-(6-(benzylthio)pyridin-3-ylamino)-1-oxo-3-phenylpropan-2-yl(methyl)carbamate